ethyl-cobalt C(C)[Co]